ethyl 2-bromo-(2S)-propionate Br[C@H](C(=O)OCC)C